C1(=CC=CC=2C3=CC=CC=C3CC12)COC(=O)N[C@H](C(=O)NC1=C2C=CN(C2=CC=C1)C(=O)OC(C)(C)C)CC1=CC=C(C=C1)N1C(CN(CC1)C1CCC(CC1)OC)=O (S)-4-(2-fluorenylmethoxycarbonylamino-3-(4-(4-(4-methoxycyclohexyl)-2-oxopiperazin-1-yl)phenyl)propanamido)-1-tert-butoxycarbonyl-indole